CC(=O)CC(C)C.C=CC propylene methyl-isobutyl ketone